tert-Butyl ((1-(4-((3-(4-methoxyphenyl)imidazo[1,2-a]pyrazin-8-yl)amino)-2-methylbenzoyl)piperidin-4-yl)methyl)carbamate COC1=CC=C(C=C1)C1=CN=C2N1C=CN=C2NC2=CC(=C(C(=O)N1CCC(CC1)CNC(OC(C)(C)C)=O)C=C2)C